2-[(3-diethylaminopropyl)methoxymethylsilyl]styrene C(C)N(CCC[SiH](C1=C(C=C)C=CC=C1)COC)CC